(4-((2-(6,7-dimethoxyquinoxalin-2-yl)hydrazono)methyl)-benzyl)-carbamic acid tert-butyl ester C(C)(C)(C)OC(NCC1=CC=C(C=C1)C=NNC1=NC2=CC(=C(C=C2N=C1)OC)OC)=O